CC=1C=C([C@@H](C)N)C=CC1 (R)-3-methyl-α-methylbenzylamine